N-((1s,3s)-1-(5-bromopyrimidin-2-yl)-3-(Fluoromethyl)cyclobutyl)-2-methylpropane-2-sulfinamide BrC=1C=NC(=NC1)C1(CC(C1)CF)NS(=O)C(C)(C)C